C(#N)C(C(=O)N1C[C@@H](N(C[C@H]1C)C=1C2=C(N=CN1)N(CC21CCC1)C=1C=C(C#N)C=CN1)C)(C(F)F)C 2-(4'-((2S,5R)-4-(2-cyano-3,3-difluoro-2-methylpropanoyl)-2,5-dimethylpiperazin-1-yl)spiro[cyclobutane-1,5'-pyrrolo[2,3-d]pyrimidin]-7'(6'H)-yl)isonicotinonitrile